CCCCCCCCCCCCCCCC(=O)SCCNC(=O)CCNC(=O)[C@@H](C(C)(C)COP(=O)(O)O)O The molecule is an S-acyl-4'-phosphopantetheine obtained by formal condensation of the thiol group of D-pantetheine 4'-phosphate with the carboxy group of hexadecanoic acid. It has a role as a mouse metabolite. It derives from a hexadecanoic acid. It is a conjugate acid of a S-hexadecanoyl-4'-phosphopantetheine(2-).